(2-[(diethoxymethylsilyl)methoxy]-5-hydroxyphenyl)trimethylphosphonium bromide [Br-].C(C)OC(OCC)[SiH2]COC1=C(C=C(C=C1)O)[P+](C)(C)C